C(C)(C)(C)N1N=C(C(=C1C)O)C1=CC(=CC=C1)SC1=CC=CC=C1 1-(tert-Butyl)-3-(3-(phenylthio)phenyl)-5-methyl-pyrazol-4-ol